COC1=CC=C(COC2[C@]3([C@@](N(C2)C(=O)OC(C)(C)C)(CCC3)C(=O)OC)CCCB3OC(C(O3)(C)C)(C)C)C=C1 1-(tert-butyl) 6a-methyl (3aR,6aS)-3-((4-methoxybenzyl)oxy)-3a-(3-(4,4,5,5-tetramethyl-1,3,2-dioxaborolan-2-yl)propyl)hexahydrocyclopenta[b]pyrrole-1,6a-dicarboxylate